N1(C=NC=C1)CC#C 3-(imidazol-1-yl)-propyne